ClC=1N=C2C(=C(C(N(C2=CC1)C)=O)C#N)N1CCC(CC1)OC1=C(C=CC(=C1)F)Cl 6-chloro-4-(4-(2-chloro-5-fluorophenoxy)piperidin-1-yl)-1-methyl-2-oxo-1,2-dihydro-1,5-naphthyridine-3-carbonitrile